OC1=C(C=CC(=C1)O)C=CC1=CC(=CC(=C1)O)O 2,4,3',5'-tetrahydroxystilbene